(3-chloro-4-(6-(1-methylcyclopropoxy)-9-((4-methylpyridin-2-yl)methyl)-9H-purin-8-yl)phenyl)((3R,4R)-3-fluoro-4-hydroxypyrrolidin-1-yl)methanone ClC=1C=C(C=CC1C=1N(C2=NC=NC(=C2N1)OC1(CC1)C)CC1=NC=CC(=C1)C)C(=O)N1C[C@H]([C@@H](C1)O)F